N1N=CC2=C1C(NC=C2)=O 1,6-dihydro-7H-pyrazolo[3,4-c]pyridin-7-one